OCC1=CC(=C(OC(C(=O)N)CC)C=C1N=O)OC 4-(hydroxymethyl)-2-methoxy-5-nitrosophenoxybutanamide